N-((R)-1-(3-(difluoromethyl)-2-fluorophenyl)ethyl)-6-((R)-2-methylmorpholino)cinnolin-4-amine FC(C=1C(=C(C=CC1)[C@@H](C)NC1=CN=NC2=CC=C(C=C12)N1C[C@H](OCC1)C)F)F